2-amino-N-cyclopropyl-5-{2-[(1S)-1-cyclopropylethyl]-7-(difluoromethoxy)-1-oxo-2,3-dihydro-1H-isoindol-5-yl}pyrazolo[1,5-a]pyrimidine-3-carboxamide NC1=NN2C(N=C(C=C2)C=2C=C3CN(C(C3=C(C2)OC(F)F)=O)[C@@H](C)C2CC2)=C1C(=O)NC1CC1